3-(1-oxo-octahydro-2H-pyrrolo[3,4-c]pyridin-2-yl)benzoic acid trifluoroacetate FC(C(=O)O)(F)F.O=C1N(CC2CNCCC21)C=2C=C(C(=O)O)C=CC2